1,1,2,3-tetrachloro-2-propene ClC(C(=CCl)Cl)Cl